FCC(CF)N1N=NC2=C1C=C(C=C2)C=2C(=CN1N=C(N=C(C12)OC)N[C@H]1C(CN(CC1)C(C([2H])([2H])[2H])=O)(F)F)F (R)-1-(4-((5-(1-(1,3-difluoropropan-2-yl)-1H-benzo[d][1,2,3]triazol-6-yl)-6-fluoro-4-methoxypyrrolo[2,1-f][1,2,4]triazin-2-yl)amino)-3,3-difluoropiperidin-1-yl)ethan-1-one-2,2,2-d3